Cl.Cl.FC1CN2CC(CC2C1)O 6-fluorohexahydro-1H-pyrrolizin-2-ol dihydrochloride